6-fluoro-3-iodo-1-methylindole FC1=CC=C2C(=CN(C2=C1)C)I